(1-(3-methoxynaphthalen-1-yl)cyclopropyl)-2-methyl-benzamide COC=1C=C(C2=CC=CC=C2C1)C1(CC1)C=1C(=C(C(=O)N)C=CC1)C